BrC1=C(OC=2C1=NC(=CC2NCC=2SC=CC2)Cl)C(C)OC 3-bromo-5-chloro-2-(1-methoxyethyl)-N-(thiophen-2-ylmethyl)furo[3,2-b]pyridin-7-amine